5,7-dihydroxyflavanone OC1=C2C(CC(OC2=CC(=C1)O)C1=CC=CC=C1)=O